[C].[Pd] Palladium (0) carbon